C(C)(C)(C)[C@@H](NC(COCCOCC(N(C)C=1C=CC=2N(C1)C(=CN2)C2=C(C=CC=C2)Cl)=O)=O)CCCC (S)-12-(tert-butyl)-2-(3-(2-chlorophenyl)imidazo[1,2-a]pyridin-6-yl)-3,10-dioxo-5,8-dioxa-2,11-diazahexadecane